2-amino-N-(3-(5-chloro-2-methoxyphenyl)-1-(2-(cyclobutylamino)-2-oxoethyl)-1H-pyrazol-4-yl)pyrazolo[1,5-a]pyrimidine-3-carboxamide NC1=NN2C(N=CC=C2)=C1C(=O)NC=1C(=NN(C1)CC(=O)NC1CCC1)C1=C(C=CC(=C1)Cl)OC